C(#N)C1=C(C=C(C=C1)C1=NN(C(=C1)C(=O)OC)C1=CC(=C(C=C1)N1CCN(CC1)C)F)F Methyl 3-(4-cyano-3-fluorophenyl)-1-(3-fluoro-4-(4-methylpiperazin-1-yl)phenyl)-1H-pyrazole-5-carboxylate